ClC1=C2CCN([C@@H](C2=C(C=C1)OCC1=CC=C2C(=N1)ON=C2C)CN2C(CCC2)=O)C(=O)[C@H]2[C@H](CCCC2)C(=O)O (1S,2R)-2-((S)-5-Chloro-8-((3-methylisoxazolo[5,4-b]pyridin-6-yl)methoxy)-1-((2-oxopyrrolidin-1-yl)methyl)-1,2,3,4-tetrahydro-isoquinoline-2-carbonyl)cyclohexane-1-carboxylic acid